CN1N=CC2=C(C=C(C=C12)/C=C/C(=O)N1CCOCC1)NC1=NC=C(C(=N1)NC)C(F)(F)F (E)-3-(1-methyl-4-((4-(methylamino)-5-(trifluoromethyl)pyrimidin-2-yl)amino)-1H-indazol-6-yl)-1-morpholinoprop-2-en-1-one